5-(cyclopropylmethylamino)-3-piperazin-1-yl-pyridine-2-carbonitrile C1(CC1)CNC=1C=C(C(=NC1)C#N)N1CCNCC1